(R)-2-((2S,5R)-2-carbamoyl-3-methyl-7-oxo-1,6-diazabicyclo[3.2.1]Oct-3-en-6-yloxy)-2-fluoroacetic acid ethyl ester C(C)OC([C@@H](F)ON1[C@@H]2C=C([C@H](N(C1=O)C2)C(N)=O)C)=O